acrylyl-alanine C(C=C)(=O)N[C@@H](C)C(=O)O